4-Chloro-6-cyclopropyloxy-2-(4-(4-((1,3-dioxoisoindolin-2-yl)methyl)-8-((1-fluorocyclopropyl)methoxy)-1-oxo-1,2-dihydro-phthalazin-6-yl)-1-methyl-1H-pyrazol-5-yl)-3-fluorobenzonitrile ClC1=C(C(=C(C#N)C(=C1)OC1CC1)C1=C(C=NN1C)C=1C=C2C(=NNC(C2=C(C1)OCC1(CC1)F)=O)CN1C(C2=CC=CC=C2C1=O)=O)F